2-((1-(5-chloro-2-methoxyphenyl)-6-(pyrazolo[1,5-a]pyrimidin-3-yl)-1H-pyrazolo[4,3-c]pyridin-4-yl)amino)-N-methylacetamide ClC=1C=CC(=C(C1)N1N=CC=2C(=NC(=CC21)C=2C=NN1C2N=CC=C1)NCC(=O)NC)OC